phosphoric acid manganese salt [Mn+2].P([O-])([O-])([O-])=O.P([O-])([O-])([O-])=O.[Mn+2].[Mn+2]